ClC(=C(C)C)N(C)C 1-chloro-N,N,2-trimethyl-prop-1-en-1-amine